(R)-1-chloro-8-fluoro-N-(1-methylpiperidin-3-yl)pyrrolo[1,2-d][1,2,4]Triazin-4-amine ClC=1C=2N(C(=NN1)N[C@H]1CN(CCC1)C)C=CC2F